COC(C1=CC(=CC=C1)C1=CC2=C(N=CS2)C=C1)=O 3-(benzo[d]thiazol-6-yl)benzoic acid methyl ester